NC1=NC=NN2C1=C(C=C2C=2C(=CC(=C(C(=O)N[C@@H]1CN(C[C@@H]1F)C(C1=CC(=CC(=C1)F)F)=O)C2)C)F)C(F)(F)F 5-[4-amino-5-(trifluoromethyl)pyrrolo[2,1-f][1,2,4]triazin-7-yl]-N-[(3R,4S)-1-(3,5-difluorobenzoyl)-4-fluoropyrrolidin-3-yl]-4-fluoro-2-methylbenzamide